ascorbic acid 3-sulfate S(=O)(=O)(O)OC1=C(C(=O)O[C@@H]1[C@@H](O)CO)O